COC(C1=C(N=C(C=C1)Cl)N)=O 2-Amino-6-chloronicotinic acid methyl ester